5-(dimethylamino)-3,4-dihydro-1H-isoquinoline-2-carboxylic acid tert-butyl ester C(C)(C)(C)OC(=O)N1CC2=CC=CC(=C2CC1)N(C)C